5-chloro-6-methyl-[1,2,4]triazolo[1,5-a]pyridine ClC1=C(C=CC=2N1N=CN2)C